C(C)(=O)OCC(COC(C)=O)=O 2-oxoprop-1,3-diyl diacetate